1-[1-(4-amino-1,2,5-oxadiazol-3-yl)-1,2,3-triazol-4-yl]ethanol NC=1C(=NON1)N1N=NC(=C1)C(C)O